C(CCCCCCCCCCCCC)(=O)OC(CCCCCCCCCCC)=O lauroyl myristate